methyl (2R)-1'-[6-(ethoxycarbonyl)-6-azaspiro[3.4]oct-2-yl]-1,4'-bipiperidine-2-carboxylate C(C)OC(=O)N1CC2(CC(C2)N2CCC(CC2)N2[C@H](CCCC2)C(=O)OC)CC1